2-(4-chlorophenyl)-3-(4-methoxyphenoxy)quinoline ClC1=CC=C(C=C1)C1=NC2=CC=CC=C2C=C1OC1=CC=C(C=C1)OC